3-(1-((2-amino-5-chloropyridin-3-yl)ethyl)phenyl)-3-(4-methylphenyl)urea NC1=NC=C(C=C1CCC1(CC=CC=C1)N(C(N)=O)C1=CC=C(C=C1)C)Cl